2-[cyano(2,6-difluoropyridin-4-yl)amino]-N-(spiro[3.4]octan-1-yl)-S-methylthiazole-4-carboxamide C(#N)N(C=1S(C=C(N1)C(=O)NC1CCC12CCCC2)C)C2=CC(=NC(=C2)F)F